C1(CCCCC1)NC(CCCCC=1N=C(N(C1)C1=CC=CC=C1)C1=C(C(=O)N)C=CC=C1C=1C=NNC1)=O (4-(5-(cyclohexylamino)-5-oxopentyl)-1-phenyl-1H-imidazol-2-yl)-3-(1H-pyrazol-4-yl)benzamide